C(C#C)(=O)N 2-propynamide